CNC(C)(C)C N,2-dimethylpropane-2-amine